N-(6-(1H-indazol-4-yl)pyridazin-3-yl)-1-cyano-3-fluoropiperidine-3-carboxamide N1N=CC2=C(C=CC=C12)C1=CC=C(N=N1)NC(=O)C1(CN(CCC1)C#N)F